1-(4-chlorophenyl)-3-phenyl-1H-pyrazole ClC1=CC=C(C=C1)N1N=C(C=C1)C1=CC=CC=C1